CO[C@H]1CC[C@H](CC1)C=1C=C2C(=NC1)NC(N2C2CCN(CC2)C(C2=CC=C(C=C2)OC(F)(F)F)=O)=O cis-6-(4-methoxycyclohexyl)-1-[1-[4-(trifluoromethoxy)benzoyl]-4-piperidyl]-3H-imidazo[4,5-b]pyridin-2-one